Gadolinium 2,2',2''-{10-[(1S)-1-carboxy-2-{4-[2-(2-ethoxyethoxy)ethoxy]phenyl}ethyl]-1,4,7,10-tetraazacyclododecan-1,4,7-triyl}triacetat C(=O)(O)[C@H](CC1=CC=C(C=C1)OCCOCCOCC)N1CCN(CCN(CCN(CC1)CC(=O)[O-])CC(=O)[O-])CC(=O)[O-].[Gd+3]